C(C1=CC=CC=C1)OC1=NC(=CC=C1C=1C=C(C(=NC1)N1CC2(C1)CCC(CC2)OC2=CC(=C(C=C2)N2N=CC(=C2)C(=O)O)C)F)OCC2=CC=CC=C2 1-[4-[[2-[5-(2,6-dibenzyloxy-3-pyridyl)-3-fluoro-2-pyridyl]-2-azaspiro[3.5]nonan-7-yl]oxy]-2-methyl-phenyl]pyrazole-4-carboxylic acid